methyl 6-(((6-(1-(tert-butoxycarbonyl)piperidin-4-yl)pyridin-2-yl)oxy)methyl)nicotinate C(C)(C)(C)OC(=O)N1CCC(CC1)C1=CC=CC(=N1)OCC1=NC=C(C(=O)OC)C=C1